CN([Si](C)(C)C)C1=CC=C(C=C1)C(F)(F)F N,1,1,1-tetramethyl-N-(4-(trifluoromethyl)phenyl)silanamine